C(C)C(O)C=1N(C2=CC=C(C=C2C1)N)C Ethyl-(5-amino-1-methyl-1H-indole-2-yl)methanol